2-(4-((3-methyl-4-((1-methyl-1H-benzo[d]imidazol-5-yl)oxy)phenyl)amino)pyrimidin-5-yl)-3-oxa-1,7-diazaspiro[4.5]dec-1-ene-7-carboxylic acid tert-butyl ester C(C)(C)(C)OC(=O)N1CC2(COC(=N2)C=2C(=NC=NC2)NC2=CC(=C(C=C2)OC2=CC3=C(N(C=N3)C)C=C2)C)CCC1